OCCNC1C[C@H](N(CC1)C(=O)OC(C)(C)C)C1=CC=CC=C1 tert-butyl (2S)-4-((2-hydroxyethyl) amino)-2-phenylpiperidine-1-carboxylate